(R)-1-(3,5-difluorophenyl)ethan-1-amine FC=1C=C(C=C(C1)F)[C@@H](C)N